C(C)(C)C1=C(NC2=CC=C(C=C12)C1CCNCC1)C1=CNC=2C1=NC=CC2 3-(3-isopropyl-5-(piperidin-4-yl)-1H-indol-2-yl)-1H-pyrrolo[3,2-b]pyridine